(difluoromethyl)-1-methyl-N-(3',4',5'-trifluorobiphenyl-2-yl)pyrazole-4-carboxamide FC(F)C1=NN(C=C1C(=O)NC1=C(C=CC=C1)C1=CC(=C(C(=C1)F)F)F)C